N-methyl-4-((4-nitrophenyl)sulfonyl)pyridine-2-carboxamide CNC(=O)C1=NC=CC(=C1)S(=O)(=O)C1=CC=C(C=C1)[N+](=O)[O-]